C(CCCC)[Sn](CCCCC)=O diamyltin oxide